ClC1=CC(=C(C=C1)C1=NN2C(C(N(C(C2)C)C(=O)[O-])C)=C1)F 2-(4-chloro-2-fluorophenyl)-4,6-dimethyl-6,7-dihydropyrazolo[1,5-a]pyrazine-5(4H)-carboxylate